O=C1NC(CCC1C1SC2(SCC1)CCC1(CC2)C=CC=2C(=CC=3C(NC(C3C2)=O)=O)O1)=O (2,6-Dioxopiperidin-3-yl)-6H-dispiro[pyrano[2,3-f]isoindole-2,1'-cyclohexane-4',2''-[1,3]dithiane]-6,8(7H)-dione